4-amino-N-(1-(2-chlorobenzoyl)-6-methylisoquinolin-5-yl)thieno[3,2-d]pyrimidine-7-carboxamide NC=1C2=C(N=CN1)C(=CS2)C(=O)NC2=C1C=CN=C(C1=CC=C2C)C(C2=C(C=CC=C2)Cl)=O